[Ba].[Li] Lithium-Barium